[6-(5-Chloro-1H-pyrazol-4-yl)-1-[[(1R)-1-ethylazetidin-2-yl]methyl]indol-3-yl]-(6-methoxychroman-3-yl)methanone ClC1=C(C=NN1)C1=CC=C2C(=CN(C2=C1)CC1N(CC1)CC)C(=O)C1COC2=CC=C(C=C2C1)OC